(±)-2,6-difluoro-4-(3-(2-((2R)-2-hydroxy-7-azabicyclo[2.2.1]heptan-7-yl)acetyl)-2,5-dimethyl-1H-pyrrol-1-yl)benzonitrile FC1=C(C#N)C(=CC(=C1)N1C(=C(C=C1C)C(CN1C2[C@@H](CC1CC2)O)=O)C)F